[Mn].[Si].[Si] silicon silicon manganese